S(=O)(O)O.CC=1OC(=C(C1O)O)C 2,5-dimethyl-3,4-dihydroxyfuran sulfite